(3-((3S,4S)-4-amino-3-methyl-2-oxa-8-azaspiro[4.5]decan-8-yl)-5-methyl-6-(1-phenylcyclopropyl)pyrazin-2-yl)methanol N[C@@H]1[C@@H](OCC12CCN(CC2)C=2C(=NC(=C(N2)C)C2(CC2)C2=CC=CC=C2)CO)C